FC1=C(OC2=NN(C=C2)C(=O)OC(C)(C)C)C=C(C(=C1)[N+](=O)[O-])F tert-Butyl 3-(2,5-difluoro-4-nitrophenoxy)-1H-pyrazole-1-carboxylate